ClC=1C=C(CC(CC(=O)NC=2C=CC=C3C=CC=NC23)C[Si](C2=CC=CC=C2)(C)C)C=CC1 3-(3-Chlorobenzyl)-4-[dimethyl(phenyl)silyl]-N-(quinolin-8-yl)butanamide